FC(C1=CC=NC2=CC=CC=C12)(F)F 4-trifluoromethylquinolin